ClC1=CC(=C(N=N1)C(=O)N(C1CC1)C1CC1)NC=1N=CC=2CCC3=C(C2C1F)NC1=C3C(NCC1)=O 6-chloro-N,N-dicyclopropyl-4-((1-fluoro-7-oxo-6,7,8,9,10,11-hexahydro-5H-pyrido[3',4':4,5]pyrrolo[2,3-f]isoquinolin-2-yl)amino)pyridazine-3-carboxamide